C(C)(C)(C)C(CCC)OC(N[C@@H](CC=C)C1=NC2=CC=CC=C2C(=C1)C1=C(C=C(C=C1)N)[N+](=O)[O-])=O (S)-(1-(4-(4-amino-2-nitrophenyl)quinolin-2-yl)but-3-en-1-yl)carbamic acid tert-butylButyl ester